IC1=C(C=CC=C1)N(C(C(=C)C)=O)C N-(2-iodophenyl)-N-methyl-methacrylamide